1-benzyl 4-(tert-butyl) 5-oxo-1,4-diazacyclohexane-1,4-dicarboxylate O=C1N(CCN(C1)C(=O)OCC1=CC=CC=C1)C(=O)OC(C)(C)C